C(CCCCC(=O)NC([O-])=O)(=O)NC(OCCCCCCCCCCCC)=O dodecyl N,N'-adipoyl-bis(carbamate)